3-isopropyl-5-(piperidin-4-yl)-2-(pyridin-4-yl)-1H-indole C(C)(C)C1=C(NC2=CC=C(C=C12)C1CCNCC1)C1=CC=NC=C1